(4Z)-4-[(3-Methylbenzimidazol-5-yl)methylene]-2-(tetrahydropyran-4-ylmethylamino)-1H-imidazol-5-one CN1C=NC2=C1C=C(C=C2)\C=C\2/N=C(NC2=O)NCC2CCOCC2